N-[3-chloro-4-[4-(3-methoxypropanoyl)piperazine-1-carbonyl]phenyl]-5-(2,3-difluoro-4-methoxy-phenyl)-1-methyl-imidazole-2-carboxamide ClC=1C=C(C=CC1C(=O)N1CCN(CC1)C(CCOC)=O)NC(=O)C=1N(C(=CN1)C1=C(C(=C(C=C1)OC)F)F)C